1,1'-(propane-1,3-diyl)bis{4-[(E)-4-(diethylamino)styryl]-3-methylpyridin-1-ium} dibromide [Br-].[Br-].C(CC[N+]1=CC(=C(C=C1)\C=C\C1=CC=C(C=C1)N(CC)CC)C)[N+]1=CC(=C(C=C1)\C=C\C1=CC=C(C=C1)N(CC)CC)C